N1=CC=C(C=C1)/C=C/C=1C=C2C=CC(=CC2=CC1)N(C=1C=C(C=CC1)C)C=1C=C(C=CC1)C 6-((E)-2-(pyridin-4-yl)vinyl)-N,N-dim-tolylnaphthalen-2-amine